COC1=NC=C(C(=N1)OC)C=1C=C(C=2N(N1)C=CN2)[C@@H]2[C@H](C2)C2=CC(=C(C#N)C=C2)C 4-((1S,2S)-2-(6-(2,4-dimethoxypyrimidin-5-yl)imidazo[1,2-b]pyridazin-8-yl)cyclopropyl)-2-methylbenzonitrile